3-(8-(4-(ethoxymethyl)-2,6-dimethoxyphenyl)chroman-5-yl)propionic acid C(C)OCC1=CC(=C(C(=C1)OC)C=1C=CC(=C2CCCOC12)CCC(=O)O)OC